3-(3-amino-5-chlorophenylethyl)-2-(1-(4-bromophenyl)-3-(4-fluorophenyl)-1H-pyrazol-4-yl)-5-methyloxazolidin-4-one NC=1C=C(C=C(C1)Cl)CCN1C(OC(C1=O)C)C=1C(=NN(C1)C1=CC=C(C=C1)Br)C1=CC=C(C=C1)F